(Z)-N-benzyl-3-(4-fluorophenyl)acrylamide C(C1=CC=CC=C1)NC(\C=C/C1=CC=C(C=C1)F)=O